1-{(S)-2-[(S)-3-Isobutyl-2-oxo-1-piperazinyl]-4-methylvaleryl}-4-piperidinecarboxamide C(C(C)C)[C@H]1C(N(CCN1)[C@H](C(=O)N1CCC(CC1)C(=O)N)CC(C)C)=O